C(C)(C)(C)N1N=C(C=C1NC1=CC2=C(CS(C2)(=O)=O)C=C1)C1CCC(CC1)O 5-((1-(tert-butyl)-3-((1s,4s)-4-hydroxycyclohexyl)-1H-pyrazol-5-yl)amino)-1,3-dihydrobenzo[c]thiophene 2,2-dioxide